2-(6-(((1R,2S,3S,5S,7R)-2-fluoro-7,9-dimethyl-9-azabicyclo[3.3.1]nonan-3-yl)oxy)pyridazin-3-yl)-5-(1H-imidazol-1-yl)phenol F[C@H]1[C@H]2C[C@@H](C[C@@H](C[C@@H]1OC1=CC=C(N=N1)C1=C(C=C(C=C1)N1C=NC=C1)O)N2C)C